[N+](=O)([O-])[Rh-3]([N+](=O)[O-])([N+](=O)[O-])([N+](=O)[O-])([N+](=O)[O-])[N+](=O)[O-] hexanitrorhodium(III)